Methyl N-methoxycarbamate CONC(OC)=O